CC(CC)=C(C(=O)OCC(C)C)C(=O)OCC(C)C diisobutyl (1-methylpropylidene)malonate